2-chloro-N-(3,3-difluorocyclobutyl)-4-[[(3,4-dimethylpyrimidino[4',5':4,5]thieno[2,3-c]pyridazin-8-yl)amino]methyl]benzamide ClC1=C(C(=O)NC2CC(C2)(F)F)C=CC(=C1)CNC1=NC=NC2=C1SC=1N=NC(=C(C12)C)C